O=C1NC(CCC1N1C(C2=CC=C(C=C2C1=O)C#C[Si](C)(C)C)=O)=O 2-(2,6-Dioxopiperidin-3-yl)-5-((trimethylsilyl)ethynyl)isoindoline-1,3-dione